5-bromo-1-(difluoromethyl)-2-phenyl-imidazole BrC1=CN=C(N1C(F)F)C1=CC=CC=C1